ClC1=C(C=C(C(=N1)CO)F)C (6-chloro-3-fluoro-5-methylpyridin-2-yl)methanol